(isoxazol-4-yl)-2-[({4-[(3-methoxypropyl)oxy]-3-methylpyridin-2-yl}methyl)thio]-1H-benzo[d]imidazole O1N=CC(=C1)N1C(=NC2=C1C=CC=C2)SCC2=NC=CC(=C2C)OCCCOC